COC([C@H](CC(CC)=C)NC(=O)OC(C)(C)C)=O (S)-2-((tert-butoxycarbonyl)amino)-4-methylenehexanoic acid methyl ester